C1(CCCC1)C#CC1=NNC2=CC=C(C=C12)C=1C=C(C=NC1)OCC(CC(C)C)N 1-((5-(3-(cyclopentylethynyl)-1H-indazol-5-yl)pyridin-3-yl)oxy)-4-methylpentan-2-amine